2-[4-(2-{[1-(3-chloro(2-pyridyl))-isopropyl]amino}pyrimidin-5-yl)pyrazolyl]acetamide ClC=1C(=NC=CC1)C(C)(C)NC1=NC=C(C=N1)C=1C(=NNC1)CC(=O)N